dichlororuthenium Cl[Ru]Cl